CC1([C@H]2CN([C@@H]([C@@H]12)C(=O)N[C@@H](C[C@H]1C(NCC1)=O)C(=O)OC)C([C@@H](NC(C(F)(F)F)=O)C(C)C)=O)C methyl N-({(1R,2S,5S)-6,6-dimethyl-3-[N-(trifluoroacetyl)-L-valyl]-3-azabicyclo[3.1.0]hex-2-yl} carbonyl)-3-[(3S)-2-oxopyrrolidin-3-yl]-L-alaninate